N-(4-{[5-amino-6-(2,2,2-trifluoroethoxy)pyrimidin-4-yl]ethynyl}pyridin-2-yl)acetamide NC=1C(=NC=NC1OCC(F)(F)F)C#CC1=CC(=NC=C1)NC(C)=O